CC=1SC(=C(N1)C)C1=NN(C(C=C1)=O)CCNC(=O)NC1=C(C=CC=C1)OC 1-[2-[3-(2,4-dimethyl-1,3-thiazol-5-yl)-6-oxopyridazin-1-yl]ethyl]-3-(2-methoxyphenyl)urea